2-(1-{[(1R,2S)-2-hydroxycyclohexyl]amino}-7,8-Dihydro-5H-pyrano[3,4-d]pyridazin-4-yl)-5-(trifluoromethyl)phenol O[C@@H]1[C@@H](CCCC1)NC1=C2C(=C(N=N1)C1=C(C=C(C=C1)C(F)(F)F)O)COCC2